ethyl 6-cyano-1-(6-(3-(dimethylamino)azetidin-1-yl)pyridin-3-yl)-7-(1-(((3-fluoropyridin-2-yl)oxy)methyl)-7-azabicyclo[2.2.1]heptan-7-yl)-4-oxo-1,4-dihydroquinoline-3-carboxylate C(#N)C=1C=C2C(C(=CN(C2=CC1N1C2(CCC1CC2)COC2=NC=CC=C2F)C=2C=NC(=CC2)N2CC(C2)N(C)C)C(=O)OCC)=O